C(C)N1CC2(CCN2C=O)C1 (6-ethyl-1,6-diazaspiro[3.3]hept-1-yl)methanone